ClC=1C(=CC(=C(C1)C1=CC=C2C(=CN=NC2=C1)NCC1=C(C=C(C=C1)OC)OC)C1=NN(C=C1)C1OCCCC1)C 7-{5-chloro-4-methyl-2-[1-(oxan-2-yl)pyrazol-3-yl]phenyl}-N-[(2,4-dimethoxyphenyl)methyl]cinnolin-4-amine